acrylamidopropyl-dimethylammonium acetate C(C)(=O)[O-].C(C=C)(=O)NCCC[NH+](C)C